4-[2-chloro-4-[[5-[2,3-difluoro-4-[1-(2-methoxyethyl)-5-methyl-pyrazol-4-yl]phenyl]-1-methyl-imidazole-2-carbonyl]amino]benzoyl]piperazine-1-carboxylic acid tert-butyl ester C(C)(C)(C)OC(=O)N1CCN(CC1)C(C1=C(C=C(C=C1)NC(=O)C=1N(C(=CN1)C1=C(C(=C(C=C1)C=1C=NN(C1C)CCOC)F)F)C)Cl)=O